methyl 1-isobutyl-5-(naphthalen-2-yloxy)-1H-indazole-6-carboxylate C(C(C)C)N1N=CC2=CC(=C(C=C12)C(=O)OC)OC1=CC2=CC=CC=C2C=C1